NC1CCC(CC1)C1=NN=C(S1)C=1C(=CC(=NC1)N1C=CC2=CC(=CC=C12)C#N)NC 1-(5-(5-((1r,4r)-4-aminocyclohexyl)-1,3,4-thiadiazol-2-yl)-4-(methylamino)pyridin-2-yl)-1H-indole-5-nitrile